C1(CC1)CN1C2[C@@]3(CCC([C@H]4[C@]3(CC1)C1=C(O4)C(=CC=C1C2)OC(CCC2CCCC2)=O)=C)O 3-cyclopentylpropionic acid (4aS,7aS,12bS)-3-(cyclopropylmethyl)-4a-hydroxy-7-methylene-2,3,4,4a,5,6,7,7a-octahydro-1H-4,12-methanobenzofuro[3,2-e]isoquinolin-9-yl ester